The molecule is an omega-hydroxy-long-chain fatty acid that is hexadecanoic acid (also known as palmitic acid) which is substituted at position 16 by a hydroxy group. It is a key monomer of cutin in the plant cuticle. It has a role as a plant metabolite. It derives from a hexadecanoic acid. It is a conjugate acid of a 16-hydroxyhexadecanoate. C(CCCCCCCC(=O)O)CCCCCCCO